N-(2-((3-(2-aminoethyl)pyrrolidin-1-yl)methyl)-1H-benzo[d]imidazol-5-yl)-1-methyl-1H-indazole-5-carboxamide NCCC1CN(CC1)CC1=NC2=C(N1)C=CC(=C2)NC(=O)C=2C=C1C=NN(C1=CC2)C